C(N)(OC1=NN(C(=C1)C)C1OCCCC1)=O (5-methyl-1-(tetrahydro-2H-pyran-2-yl)-1H-pyrazol-3-yl) carbamate